(2R)-N-[2-(2-methylpyrazol-3-yl)pyrimidin-5-yl]azepane-2-carboxamide dihydrochloride Cl.Cl.CN1N=CC=C1C1=NC=C(C=N1)NC(=O)[C@@H]1NCCCCC1